C(C)C1=CC=C(S1)CN(C(COC1=CC=C(C=C1)C)=O)C1=CC=CC=C1 N-((5-ethylthiophen-2-yl)methyl)-N-phenyl-2-(p-tolyloxy)acetamide